NC(/C=C/CC[C@@H](C(=O)NC=1C(N(C=CC1)CC1=NC2=C(N1)C=CC=C2C(C(C)(C)C)F)=O)NC(OC)=O)=O methyl ((2S,E)-7-amino-1-((1-((4-(1-fluoro-2,2-dimethylpropyl)-1H-benzo[d]imidazol-2-yl)methyl)-2-oxo-1,2-dihydropyridin-3-yl)amino)-1,7-dioxohept-5-en-2-yl)carbamate